CC1=NC=2C(=NC(=CC2)C=2C=CN3N=C(N=CC32)NCC3COC3)N1C 5-(2,3-dimethyl-3H-imidazo[4,5-b]pyridin-5-yl)-N-(oxetan-3-ylmethyl)pyrrolo[2,1-f][1,2,4]triazin-2-amine